C(N)(O[C@@H]1[C@@H](CC2=CC=CC(=C12)F)O)=O (1S,2R)-7-fluoro-2-hydroxy-2,3-dihydro-1H-inden-1-yl carbamate